2-nonyl-1-decanol C(CCCCCCCC)C(CO)CCCCCCCC